(2-(t-Butoxy)ethyl)glycine benzyl ester C(C1=CC=CC=C1)OC(CNCCOC(C)(C)C)=O